6-((3aR,5R,6aS)-5-((R)-5-(3,5-difluorophenyl)-4,5-dihydro-1H-pyrazole-1-carbonyl)hexahydrocyclopenta[c]pyrrol-2(1H)-yl)pyrimidine-4-carbonitrile FC=1C=C(C=C(C1)F)[C@H]1CC=NN1C(=O)C1C[C@@H]2[C@@H](CN(C2)C2=CC(=NC=N2)C#N)C1